tert-butyl (3R)-3-(((3-(2,6-dioxopiperidin-3-yl)-1-methyl-1H-indazol-6-yl)amino)methyl)pyrrolidine-1-carboxylate O=C1NC(CCC1C1=NN(C2=CC(=CC=C12)NC[C@@H]1CN(CC1)C(=O)OC(C)(C)C)C)=O